Tert-butyl 6-bromo-4-((3-(trifluoromethyl) phenyl) sulfonyl)-3,4-dihydroquinoxaline-1(2H)-carboxylate BrC=1C=C2N(CCN(C2=CC1)C(=O)OC(C)(C)C)S(=O)(=O)C1=CC(=CC=C1)C(F)(F)F